2-(2-ethylhexan-1-yl)oxyethylamine C(C)C(COCCN)CCCC